3-phenylpropan-2-ol C1(=CC=CC=C1)CC(C)O